2-[(4-aminopentyl)(ethyl)amino]ethanol NC(CCCN(CCO)CC)C